N-[5-(2-chloro-5-fluoro-pyrimidin-4-yl)-2-fluoro-phenyl]-2-nitro-benzenesulfonamide ClC1=NC=C(C(=N1)C=1C=CC(=C(C1)NS(=O)(=O)C1=C(C=CC=C1)[N+](=O)[O-])F)F